8-{4-[(4-fluorophenyl)(2-hydroxyphenyl)methyl]piperazin-1-yl}-5-methyl-6-oxo-5,6-dihydro-1,5-naphthyridine-2,7-dicarbonitrile FC1=CC=C(C=C1)C(N1CCN(CC1)C1=C(C(N(C=2C=CC(=NC12)C#N)C)=O)C#N)C1=C(C=CC=C1)O